C(C)(C)(C)C1=C(C=C(C(=C1)O)C)C=CC(=O)O 3-(2-tert-butyl-4-hydroxy-5-methyl-phenyl)acrylic acid